C(CCC)(=O)[O-] butanoate